[3-(4H-1,2,4-Triazol-3-yl)pyrrolidin-1-yl]-[7-[6-(trifluoromethyl)pyridazin-3-yl]oxy-2-azaspiro[3.5]nonan-2-yl]methanone N=1N=C(NC1)C1CN(CC1)C(=O)N1CC2(C1)CCC(CC2)OC=2N=NC(=CC2)C(F)(F)F